tert-Butyl N-[(1S)-1-[(2S,4R)-2-[5-[2-(3-chlorophenyl)ethyl]-1H-imidazol-2-yl]-4-hydroxypyrrolidine-1-carbonyl]-2,2-dimethylpropyl]carbamate ClC=1C=C(C=CC1)CCC1=CN=C(N1)[C@H]1N(C[C@@H](C1)O)C(=O)[C@H](C(C)(C)C)NC(OC(C)(C)C)=O